(2S,3R,4R,5S)-3-(3,4-Difluoro-2-methoxyphenyl)-4,5-dimethyl-N-(2-(3-(2,2,2-trichloroacetyl)ureido)pyridin-4-yl)-5-(trifluoromethyl)tetrahydrofuran-2-carboxamide FC=1C(=C(C=CC1F)[C@@H]1[C@H](O[C@@]([C@@H]1C)(C(F)(F)F)C)C(=O)NC1=CC(=NC=C1)NC(=O)NC(C(Cl)(Cl)Cl)=O)OC